1-[5-tert-butyl-2-(4-methylphenyl)pyrazol-3-yl]-3-[[5-fluoro-2-[1-(2-hydroxyethyl)indazol-5-yl]oxyphenyl]methyl]urea C(C)(C)(C)C=1C=C(N(N1)C1=CC=C(C=C1)C)NC(=O)NCC1=C(C=CC(=C1)F)OC=1C=C2C=NN(C2=CC1)CCO